8-benzoyl-3-(cyclopentylmethyl)-1-methyl-1,3,8-triazaspiro[4.5]decane-2,4-dione C(C1=CC=CC=C1)(=O)N1CCC2(C(N(C(N2C)=O)CC2CCCC2)=O)CC1